BrC=1C=C(C=CC1)C1(CC(C1)C)C(=O)NNC(=S)NC 1-[[1-(3-bromophenyl)-3-methylcyclobutanecarbonyl]amino]-3-methylthiourea